Br.N[C@]1([C@H](CCC1)CC)C(=O)O (1R,2S)-1-amino-2-ethylcyclopentane-1-carboxylic acid hydrobromide salt